(1-(2,6-dichloro-4-(trifluoromethoxy)phenyl)-5-methyl-1H-pyrazol-3-yl)methanol ClC1=C(C(=CC(=C1)OC(F)(F)F)Cl)N1N=C(C=C1C)CO